CC1=CC=C(O1)CNC(=O)C=1C=C(C=CC1)NC1=CC=C(N=N1)C1CCN(CC1)C(=O)OC(C)(C)C tert-Butyl 4-(6-((3-(((5-methylfuran-2-yl)methyl)carbamoyl)phenyl)amino)pyridazin-3-yl)piperidine-1-carboxylate